5-((5-aminopentyl)(t-butoxy)amino)-5-oxopentanoic acid NCCCCCN(C(CCCC(=O)O)=O)OC(C)(C)C